Tert-butyl ((2S)-1-oxo-1-(4-(1-(2-oxo 2,3-dihydrobenzo[d]oxazole-6-carboxamido)ethyl)piperidin-1-yl)propan-2-yl)carbamate O=C([C@H](C)NC(OC(C)(C)C)=O)N1CCC(CC1)C(C)NC(=O)C1=CC2=C(NC(O2)=O)C=C1